BrC1=C(C=C(C=C1)CN(C(=O)C=1C=NC(=CC1)C(F)(F)F)C1=C(C=C(C=C1)F)S(=O)(=O)C)[N+](=O)[O-] N-[(4-bromo-3-nitrophenyl)methyl]-N-(4-fluoro-2-methanesulfonylphenyl)-6-(trifluoromethyl)pyridine-3-carboxamide